1-(3-(2-oxabicyclo[2.2.2]oct-4-yl)-1-bromo-5,6-dihydroimidazo[1,5-a]pyrazin-7(8H)-yl)ethanone C12OCC(CC1)(CC2)C2=NC(=C1N2CCN(C1)C(C)=O)Br